6-chloro-N-[[2-(3-methylmorpholin-4-yl)-3-pyridinyl]methyl]pyridazine-4-carboxamide ClC1=CC(=CN=N1)C(=O)NCC=1C(=NC=CC1)N1C(COCC1)C